3,6-Dimethyl-2-(2-methylindazol-5-yl)-8-[(1R)-1-[[6-(trifluoromethyl)-3-pyridyl]amino]ethyl]chromen-4-one CC1=C(OC2=C(C=C(C=C2C1=O)C)[C@@H](C)NC=1C=NC(=CC1)C(F)(F)F)C1=CC2=CN(N=C2C=C1)C